FC1=CC=C(OC2=CC=C(C=C2)N2N=C3C(NCC[C@H]3N3CCN(CC3)S(=O)(=O)C3=C(C=CC=C3)[N+](=O)[O-])=C2C(=O)O)C=C1 (7R)-2-[4-(4-fluorophenoxy)phenyl]-7-[4-(2-nitrobenzene-1-sulfonyl)piperazin-1-yl]-4,5,6,7-tetrahydro-2H-pyrazolo[4,3-b]pyridine-3-carboxylic acid